C(C)(C)(C)OC(=O)C=1C=CC2=C(N(C(=N2)CN2CC3=CC(=CC=C3CC2)OCC2=CC=C(C=C2)Br)C[C@H]2OCC2)C1 (S)-2-((7-((4-bromobenzyl)oxy)-3,4-dihydroisoquinolin-2(1H)-yl)methyl)-1-((oxetan-2-yl)methyl)-1H-benzo[d]imidazole-6-carboxylic acid tert-butyl ester